6-(4-(difluoromethyl)phenyl)-N-(4-hydroxy-3-(methylsulfonylamino)phenyl)nicotinamide FC(C1=CC=C(C=C1)C1=NC=C(C(=O)NC2=CC(=C(C=C2)O)NS(=O)(=O)C)C=C1)F